[2-Chloro-7-cyclobutyl-6-(1,4-oxazepan-4-yl)-7H-purin-8-yl][7-fluoro-3-(methoxymethoxy)-8-{[tri(propan-2-yl)silyl]ethynyl}naphthalen-1-yl]methanone ClC1=NC(=C2N(C(=NC2=N1)C(=O)C1=CC(=CC2=CC=C(C(=C12)C#C[Si](C(C)C)(C(C)C)C(C)C)F)OCOC)C1CCC1)N1CCOCCC1